tri(4-carboxyphenyl)imidazole C(=O)(O)C1=CC=C(C=C1)C1=C(N=C(N1)C1=CC=C(C=C1)C(=O)O)C1=CC=C(C=C1)C(=O)O